4-(hydroxymethyl)-3-methyl-oxazolidin-2-one OCC1N(C(OC1)=O)C